tert-Butyl (S)-3-hydroxypiperidine-1-carboxylate O[C@@H]1CN(CCC1)C(=O)OC(C)(C)C